C(C1=CC=CC=C1)OC(=O)C1NC(C1)=O 4-Oxoazetidine-2-carboxylic acid benzyl ester